3-((6-nitroquinolin-4-yl)amino)-N-(3-(pyridin-4-ylamino)phenyl)benzamide [N+](=O)([O-])C=1C=C2C(=CC=NC2=CC1)NC=1C=C(C(=O)NC2=CC(=CC=C2)NC2=CC=NC=C2)C=CC1